CN1C(=NC=C1S(=O)(=O)N1CCC(CC1)C=1C=CC=2N(C1)N=CN2)C 6-(1-((1,2-dimethyl-1H-imidazol-5-yl)sulfonyl)piperidin-4-yl)-[1,2,4]triazolo[1,5-a]pyridine